C(C)(C)(C)OC(=O)N1CC(N(CC1)C1=NC(=C(C=2CN(CCC12)CC1=CC=CC=C1)C#N)OCC1N(CCC1)C)C 4-{6-benzyl-4-cyano-3-[(1-methylpyrrolidin-2-yl)methoxy]-5,6,7,8-tetrahydro-2,6-naphthyridin-1-yl}-3-methylpiperazine-1-carboxylic acid tert-butyl ester